Cl.NCC1=CC=C(C=C1)C1=NNC(C2=CC=C(C=C12)OC)=O 4-(4-(aminomethyl)phenyl)-6-methoxyphthalazin-1(2H)-one hydrochloride